FC1(CCC(CC1)NS(=O)(=O)C1=CC2=C(N=C(S2)C2CCN(CC2)CCO)C=C1)F N-(4,4-difluorocyclohexyl)-2-(1-(2-hydroxyethyl)piperidin-4-yl)benzo[d]thiazole-6-sulfonamide